FC1=C(OC=2N=CC(=NC2)NC([C@H](C)[C@@H]2C[C@@H](CCC2)C2=CNC(C=C2)=O)=O)C=CC(=C1)F (R)-N-(5-(2,4-difluorophenoxy)pyrazin-2-yl)-2-((1S,3R)-3-(6-oxo-1,6-dihydropyridin-3-yl)cyclohexyl)propan-amide